CC1=C(C=NC=2OCCNC21)NC2=C(C(NC=C2)=O)C(=O)NC2=CC=C(C=C2)N2C1CN(C(C2)CC1)C 4-((8-methyl-2,3-dihydro-1H-pyrido[2,3-b][1,4]oxazin-7-yl)amino)-N-(4-(5-methyl-2,5-diazabicyclo[2.2.2]octan-2-yl)phenyl)-2-oxo-1,2-dihydropyridine-3-carboxamide